C1(=CC=CC=C1)C1=NC(=NC(=N1)C1=CC=CC=C1)C1=CC=C(C=C1)C1=C(C(=NC=C1)N1C2=CC=C(C=C2C=2C=C(C=CC12)N1C2=CC=CC=C2C=2C=CC=CC12)N1C2=CC=CC=C2C=2C=CC=CC12)N1C2=CC=C(C=C2C=2C=C(C=CC12)N1C2=CC=CC=C2C=2C=CC=CC12)N1C2=CC=CC=C2C=2C=CC=CC12 9',9''''-(4-(4-(4,6-diphenyl-1,3,5-triazin-2-yl)phenyl)pyridine-2,3-diyl)bis(9'H-9,3':6',9''-tercarbazole)